(tridecafluoro-1,1,2,2-tetrahydrooctyl)-1-trichlorosilane C(C[Si](Cl)(Cl)Cl)C(C(C(C(C(C(F)(F)F)(F)F)(F)F)(F)F)(F)F)(F)F